C1(=C2N(C=N1)CCC2)C(C(NC=2SC=CN2)=O)N2N=C1C=C(C=C(C1=C2)F)C2=CC=C(C=C2)N2CC1(C2)CCN(CC1)C(=O)OC(C)(C)C tert-butyl 2-[4-[2-[1-(6,7-dihydro-5H-pyrrolo[1,2-c]imidazol-1-yl)-2-oxo-2-(thiazol-2-ylamino)ethyl]-4-fluoro-indazol-6-yl]phenyl]-2,7-diazaspiro[3.5]nonane-7-carboxylate